NC(C(=O)N1CC(C1)OC=1C(=C2O[B-](C3CC3C2=CC1)(O)O)C(=O)O)(C)C=1N=CNC1 9-[1-[2-amino-2-(1H-imidazol-4-yl)propanoyl]azetidin-3-yl]oxy-5,5-dihydroxy-6-oxa-5-boranuidatricyclo[5.4.0.02,4]undeca-1(11),7,9-triene-8-carboxylic acid